bis[(trimethylsilyl)methyl]arsenic (III) dichloride C[Si](C)(C)C[As-](C[Si](C)(C)C)(Cl)Cl